ClC1=CC=C(COC2=CC(=NC3=CC=CC=C23)C(=O)O)C=C1 4-((4-Chlorobenzyl)oxy)quinoline-2-carboxylic acid